tert-butyl 7-oxo-3-azaspiro[5.5]undecane-3-carboxylate O=C1C2(CCN(CC2)C(=O)OC(C)(C)C)CCCC1